CC1=CC(C(C1)C)=O 3,5-dimethyl-2-cyclopentenone